N[C@](C(=O)OC(C)CC)(CC1=CC(=C(C=C1)O)O)C s-butyl (2S)-2-amino-3-(3,4-dihydroxyphenyl)-2-methylpropanoate